(S)-N-[(R)-[4,5-dichloro-2-(prop-2-en-1-yloxy)phenyl][1-(5-oxomorpholine-2-carbonyl)piperidin-4-yl]methyl]-2-methylpropane-2-sulfinamide ClC1=CC(=C(C=C1Cl)[C@H](N[S@@](=O)C(C)(C)C)C1CCN(CC1)C(=O)C1CNC(CO1)=O)OCC=C